8-(4-Chlorophenyl)-3-methyl-1-(1-(tetrahydro-2H-pyran-4-yl)piperidin-4-yl)-1,3-dihydro-2H-imidazo[4,5-c]quinolin-2-imine ClC1=CC=C(C=C1)C1=CC=2C3=C(C=NC2C=C1)N(C(N3C3CCN(CC3)C3CCOCC3)=N)C